N-(methyl-d3)pyridin-2-amine C(NC1=NC=CC=C1)([2H])([2H])[2H]